2-(5-methoxy-2,3-dihydro-1H-isoindol-2-yl)pyridine-3-carbonitrile COC=1C=C2CN(CC2=CC1)C1=NC=CC=C1C#N